7-bromo-5-methyl-4-oxo-4,5-dihydrothieno[3,2-c]pyridine-2-carboxylic acid ethyl ester C(C)OC(=O)C1=CC=2C(N(C=C(C2S1)Br)C)=O